4-piperidinethanol N1CCC(CC1)CCO